C1CC(C12CCNCC2)O 7-azaspiro[3.5]nonan-3-ol